ClC=1C(=NC=C(C1)C(F)(F)F)NC[C@@H]1[C@@H](O[C@@H](CN1C(=O)C1=NC(=CC=C1C1=NC=CC=N1)C([2H])([2H])[2H])C)C ((2S,3R,6R)-3-(((3-Chloro-5-(trifluoromethyl)pyridin-2-yl)amino)methyl)-2,6-dimethylmorpholino)(6-(methyl-d3)-3-(pyrimidin-2-yl)pyridin-2-yl)methanone